CC1(NCCCN1)C(=O)O 2-methyl-1,4,5,6-tetrahydropyrimidinecarboxylic acid